CN1C(N(C2=C1C(=CC=C2)C2CC(C2)OC2CCNCC2)C2C(NC(CC2)=O)=O)=O 3-[3-methyl-2-oxo-4-[3-(4-piperidyloxy)cyclobutyl]benzimidazol-1-yl]piperidine-2,6-dione